(2S,3R,4R)-N-(bicyclo[4.2.0]oct-1,3,5-trien-3-yl)-3,4-dihydroxy-N-methyl-1-(6-methyl-4-(trifluoromethyl)pyridin-2-yl)-5-carbonylpyrrolidine-2-carboxamide C12=CC(=CC=C2CC1)N(C(=O)[C@H]1N(C([C@H]([C@@H]1O)O)=C=O)C1=NC(=CC(=C1)C(F)(F)F)C)C